(R)-2-(4-bromo-2-(1,1-difluoroethyl)phenoxy)-3-fluoropropanoic acid BrC1=CC(=C(O[C@H](C(=O)O)CF)C=C1)C(C)(F)F